C1(=CC=CC=C1)C1C2=CC=CC=C2C2=NC(=CC(=C21)C(F)(F)F)CCC 5-Phenyl-2-propyl-4-(trifluoromethyl)-5H-indeno[1,2-b]pyridine